Tert-butyl 5-hydroxycyclopenta[c]pyrrole-2(1H)-carboxylate OC1=CC=2C(CN(C2)C(=O)OC(C)(C)C)=C1